2-(2-((3R,4R)-3-Amino-4-fluoropiperidin-1-yl)-6-fluoro-1H-benzo[d]imidazol-1-yl)-N-((S)-1-cyanopropan-2-yl)acetamid N[C@@H]1CN(CC[C@H]1F)C1=NC2=C(N1CC(=O)N[C@H](CC#N)C)C=C(C=C2)F